lithium 4-((5-((tert-butoxycarbonyl) amino)-9,9-dimethyl-7-oxo-3,8-dioxa-4,6-diazadec-5-en-1-yl) amino)-6-oxo-1-(tetrahydro-2H-pyran-4-yl)-1,6-dihydropyridine-3-carboxylate C(C)(C)(C)OC(=O)NC(NOCCNC=1C(=CN(C(C1)=O)C1CCOCC1)C(=O)[O-])=NC(OC(C)(C)C)=O.[Li+]